NC1=CC(=NN1CC(=O)N1C[C@@]2(CC1)C1=C(NC(O2)=O)C=CC(=C1F)Cl)C1=CC=C(C=C1)OC (R)-1'-(2-(5-Amino-3-(4-methoxyphenyl)-1H-pyrazol-1-yl)acetyl)-6-chloro-5-fluorospiro[benzo[d][1,3]oxazine-4,3'-pyrrolidin]-2(1H)-one